4,5,6,7,8,9-hexahydrocycloocta[b]thiophene S1C2=C(C=C1)CCCCCC2